7-AMINO-5-METHYL-[1,2,5]OXADIAZOLO[3,4-B]PYRIDIN NC=1C=2C(N=C(C1)C)=NON2